C(C)N1C(C(CCC1)C1=CC=2C(=NC=CC2NC=2C=CC3=C(N=CS3)C2)S1)CC N-(2-(1,2-Diethylpiperidin-3-yl)thieno[2,3-b]pyridin-4-yl)benzo[d]thiazol-5-amine